di-ethylether C(C)OCC